4-(5-(1-acryloylpyrrolidin-3-yl)pyrrolo[1,2-c]pyrimidin-7-yl)-N-(3-chlorophenyl)benzamide methyl-(S)-5-chloro-2-hydroxy-1-oxo-2,3-dihydro-1H-indene-2-carboxylate COC(=O)[C@]1(C(C2=CC=C(C=C2C1)Cl)=O)O.C(C=C)(=O)N1CC(CC1)C=1C=C(N2C=NC=CC21)C2=CC=C(C(=O)NC1=CC(=CC=C1)Cl)C=C2